C(C)(C)(C)OC(=O)N1CCC2(CC1)/C(/C=1C(=NC=CC1)C2)=N/[S@](=O)C(C)(C)C (5Z)-5-[(R)-tert-butylsulfinyl]iminospiro[7H-cyclopenta[b]pyridine-6,4'-piperidine]-1'-carboxylic acid tert-butyl ester